O=CCC(=O)OCC ethyl (E)-3-oxopropionate